CC1OC(OC=C1C)=O 4,5-dimethyl-1,3-dioxin-2-one